N-[[5-(3-cyano-4-fluoro-phenoxy)-6,7-difluoro-1-(p-tolylsulfonyl)indol-4-yl]-methyl-oxo-λ6-sulfanylidene]-2,2,2-trifluoro-acetamide C(#N)C=1C=C(OC=2C(=C3C=CN(C3=C(C2F)F)S(=O)(=O)C2=CC=C(C=C2)C)S(=NC(C(F)(F)F)=O)(=O)C)C=CC1F